C(\C=C\C(=O)O)(=O)O fumaroic acid